C(N)(=O)C1CCC(CC1)NC1=C(C=NC(=C1)N1N=CC=2C1=NC=C(C2)C#N)C(=O)O 4-[(4-carbamoylcyclohexyl)amino]-6-(5-cyanopyrazolo[3,4-b]pyridin-1-yl)pyridine-3-carboxylic acid